difluoromethoxy(pyridin-3-yl)-2-((5-(trifluoromethyl)pyridin-3-yl)methyl)pyridazin-3(2H)-one FC(OC1=C(C(N(N=C1)CC=1C=NC=C(C1)C(F)(F)F)=O)C=1C=NC=CC1)F